(1S)-3'-hydroxy-3-oxo-3'-(trifluoromethyl)-2',3'-dihydrospiro[cyclohexane-1,1'-indene]-4-carboxylate OC1(C[C@]2(C3=CC=CC=C13)CC(C(CC2)C(=O)[O-])=O)C(F)(F)F